(Z)-N'-(isobutyryloxy)-4-(3-(1H-indazol-3-yl)pyrrolidin-1-yl)butyramidine C(C(C)C)(=O)O\N=C(\CCCN1CC(CC1)C1=NNC2=CC=CC=C12)/N